C(CCCCCC(C)C)C1(CCCCC1)CC(CCCC)CC Isononyl(2-ethylhexyl)cyclohexan